1-(6-((5,7-difluoro-3,4-dihydroquinolin-1(2H)-yl)methyl)spiro[3.3]heptan-2-yl)-3-(4-methoxybenzyl)urea FC1=C2CCCN(C2=CC(=C1)F)CC1CC2(CC(C2)NC(=O)NCC2=CC=C(C=C2)OC)C1